BrC1=C(N=C(N=N1)N)C1CC1 6-bromo-5-cyclopropyl-1,2,4-triazin-3-amine